3-(3-Chlorophenyl)cyclobut-2-enamine ClC=1C=C(C=CC1)C1=CC(C1)N